t-butyl-peroxy alcohol C(C)(C)(C)OOO